dimethoxypyridine 5-(((2,2-diethoxyethoxy)carbonyl)(octyl)amino)heptyl-pentanoate C(C)OC(COC(=O)N(C(CCCCOC(CCCC)=O)CC)CCCCCCCC)OCC.COC=1C(=NC=CC1)OC